CC1=CC=CC=2N(C(=NC21)CN2CCC(CC2)C2=C(C(=CC=C2)O)O)CCOC Methyl-2-{[4-(2,3-dihydroxyphenyl)piperidin-1-yl]methyl}-1-(2-methoxyethyl)-1H-benzimidazole